C(C1=CC=CC=C1)N(CC(C(OCCOCCOCCOCCNC(OC(C)(C)C)=O)C)F)CC1=CC=CC=C1 Tert-butyl N-[2-[2-[2-[2-[3-(dibenzylamino)-2-fluoro-1-methyl-propoxy]ethoxy]ethoxy]ethoxy]ethyl]carbamate